4-[[4-fluoro-3-[4-[4-[[1-methyl-3-oxo-2-(2-pyridyl)pyrazolo[3,4-d]pyrimidin-6-yl]amino]phenyl]piperazine-1-carbonyl]phenyl]methyl]-2H-phthalazin-1-one FC1=C(C=C(C=C1)CC1=NNC(C2=CC=CC=C12)=O)C(=O)N1CCN(CC1)C1=CC=C(C=C1)NC1=NC=C2C(=N1)N(N(C2=O)C2=NC=CC=C2)C